(6R)-9-fluoro-(15R)-methyl-2,11,16,20,21,24-hexaazapentacyclo[16.5.2.02,6.07,12.021,25]pentacosa-1(24),7,9,11,18(25),19,22-heptaen-17-one FC=1C=C2[C@H]3CCC(N3C=3C=CN4N=CC(C(NCCCC2=NC1)=O)=C4N3)C